OC(CNC(C1=CC=CC=C1)=O)CNC([C@H](CCCCN)N)=O |r| N-[2-hydroxy-3-[[rac-(2S)-2,6-diaminohexanoyl]amino]propyl]benzamide